FC1=C(C(=O)O)C=CC=C1C(NC1=CC=C(C=C1)F)=O 2-fluoro-3-((4-fluorophenyl)carbamoyl)benzoic acid